N-(4-(aminomethyl)benzyl)-2,2,2-trifluoroacetamide hydrochloride Cl.NCC1=CC=C(CNC(C(F)(F)F)=O)C=C1